S1C(=CC=C1)C=1N=C(N=NC1C=1SC=CC1)SC(C(=O)NC)C 2-[[5,6-bis(2-thienyl)-1,2,4-triazin-3-yl]sulfanyl]-N-methyl-propanamide